CS(=O)(=O)N1C2(CC2)CC(CC1)CC1=CC=C(C=C1)NC(OCC1=CN=CO1)=O oxazol-5-ylmethyl (4-((4-(methylsulfonyl)-4-azaspiro[2.5]octan-7-yl)methyl)phenyl)carbamate